FC1([C@@H](C1)C(=O)N1[C@H]2CN(C[C@@H]1CC2)C2=NC(=NC=C2)NC=2C=NN(C2)C)F ((S)-2,2-Difluorocyclopropyl)-((1R,5S)-3-(2-((1-methyl-1H-pyrazol-4-yl)amino)-pyrimidin-4-yl)-3,8-diazabicyclo[3.2.1]octan-8-yl)methanone